6-hydroxy-5,5-bis(hydroxymethyl)hexanoic acid OCC(CCCC(=O)O)(CO)CO